The molecule is a 1-acylglycerone 3-phosphate(2-) obtained by deprotonation of the phospho groups of 1-stearoylglycerone 3-phosphate; major species at pH 7.3. It is a conjugate base of a 1-stearoylglycerone 3-phosphate. CCCCCCCCCCCCCCCCCC(=O)OCC(=O)COP(=O)([O-])[O-]